CC1=C(C=CC=C1)N1N=NC(=C1)C1CCNCC1 4-[1-(2-methylphenyl)-1H-1,2,3-triazol-4-yl]piperidine